6-(4-cyanophenoxy)benzoborole C(#N)C1=CC=C(OC2=CC3=C(C=CB3)C=C2)C=C1